ClC=1C=C(C=CC1)C1=CC2=C(N=C3C(=NC=N3)O2)C=C1 6-(3-Chlorophenyl)-1,4-benzoxazinoimidazole